OC=1C(=C(C2=C(CCC(O2)(C(=O)NCC(=O)OC)C)C1C)C)C methyl [(6-hydroxy-2,5,7,8-tetramethyl-3,4-dihydro-2H-1-benzopyran-2-carbonyl)amino]acetate